C(#N)C=1C=C(C=CC1)[C@]1(OCC1)CNC(CC1CC2(C1)CCC2)=O N-[[(2S)-2-(3-cyanophenyl)oxetan-2-yl]methyl]-2-spiro[3.3]heptan-2-yl-acetamide